CN1CC2=CC=CC(=C2CC1)B(O)O (2-methyl-1,2,3,4-tetrahydroisoquinolin-5-yl)boronic acid